5-PHENYL-2-KETO-VALERIC ACID C1(=CC=CC=C1)CCCC(C(=O)O)=O